C(C)(C)NC(C1=CC(=CC=C1)CN1C=NC2=CC(=CC=C2C1=O)C=1C(=NOC1)C)=O N-Isopropyl-3-((7-(3-methylisoxazol-4-yl)-4-oxoquinazolin-3(4H)-yl)methyl)benzamide